The molecule is a pentacyclic triterpenoid of the class of arborinane-type terpenoids isolated from the roots of Rubia yunnanensis. It has a role as a plant metabolite. It is a triol and a pentacyclic triterpenoid. CC(C)[C@@H]1C[C@H]([C@H]2[C@]1(CC[C@@]3([C@@]2(CC=C4[C@H]3CC[C@@H]5[C@@]4(CC[C@@H](C5(C)C)O)C)C)C)CO)O